O=C1NC(CCC1NC1=CC=C(C=C1)C1CCN(CC1)C(CCCCCCCNC(=O)C=1C=NN2C1N=C(C=C2)N2[C@H](CCC2)C2=C(C=CC(=C2)F)F)=O)=O |r| N-[8-[4-[4-[(2,6-dioxo-3-piperidyl)amino]phenyl]-1-piperidyl]-8-oxo-octyl]-5-[rac-(2R)-2-(2,5-difluorophenyl)pyrrolidin-1-yl]pyrazolo[1,5-a]pyrimidine-3-carboxamide